1-(4-(5-(3-Chloro-4-isopropoxyphenyl)-4,5-dihydroisoxazol-3-yl)benzyl)piperidine-4-carboxylic acid sodium salt [Na+].ClC=1C=C(C=CC1OC(C)C)C1CC(=NO1)C1=CC=C(CN2CCC(CC2)C(=O)[O-])C=C1